[(2S,6R)-4-benzyL-6-ethylmorpholin-2-yl]methanol C(C1=CC=CC=C1)N1C[C@H](O[C@@H](C1)CC)CO